Benzylacrylat C(C1=CC=CC=C1)OC(C=C)=O